tin ricinoleate C(CCCCCCC\C=C/C[C@H](O)CCCCCC)(=O)[O-].[Sn+4].C(CCCCCCC\C=C/C[C@H](O)CCCCCC)(=O)[O-].C(CCCCCCC\C=C/C[C@H](O)CCCCCC)(=O)[O-].C(CCCCCCC\C=C/C[C@H](O)CCCCCC)(=O)[O-]